1-(3-(difluoromethoxy)phenyl)-1-(4-(4,4,5,5-tetramethyl-1,3,2-dioxaborolan-2-yl)phenyl)ethanol FC(OC=1C=C(C=CC1)C(C)(O)C1=CC=C(C=C1)B1OC(C(O1)(C)C)(C)C)F